(+)-4-chloro-3-hydroxybutanoate ClCC(CC(=O)[O-])O